C(C)(=O)N1CCN(CC1)C1CCC(CC1)N1N=C(C=2C1=NC=NC2N)C2=CC(=C(C=C2)NC(=O)C=2N(C1=CC=CC=C1C2)C)OC N-[4-[1-[4-(4-acetyl-1-piperazinyl)cyclohexyl]-4-amino-3-pyrazolo[3,4-d]pyrimidinyl]-2-methoxyphenyl]-1-methyl-indol-2-carboxamide